1,2-di-(11Z-eicosenoyl)-sn-glycero-3-phospho-(1'-sn-glycerol) CCCCCCCC/C=C\CCCCCCCCCC(=O)OC[C@H](COP(=O)(O)OC[C@H](CO)O)OC(=O)CCCCCCCCC/C=C\CCCCCCCC